C1(CC1)NC(C([C@H](C[C@H]1C(NCC1)=O)NC(C1=C(C=CC(=C1)F)NC(=O)C1(CC1)C(F)(F)F)=O)=O)=O N-[(1S)-3-(cyclopropylamino)-2,3-dioxo-1-[[(3S)-2-oxopyrrolidin-3-yl]methyl]propyl]-5-fluoro-2-[[1-(trifluoromethyl)cyclopropane-carbonyl]amino]benzamide